S1C(=CC=CC=CC=C1)CC(=O)[O-].[NH+]1=CC=CC=C1 pyridinium, thioninacetate salt